(E)-1-(5-hydroxy-7-methoxy-2,2-dimethyl-2H-chromen-6-yl)-3-(4-(pyrrolidin-1-yl)phenyl)prop-2-en-1-one OC1=C2C=CC(OC2=CC(=C1C(\C=C\C1=CC=C(C=C1)N1CCCC1)=O)OC)(C)C